N1-(5-(1-isopropyl-2-methyl-1H-imidazo[4,5-b]pyridin-6-yl)pyrrolo[2,1-f][1,2,4]triazin-2-yl)-N4,N4-dimethylcyclohexane-1,4-diamine C(C)(C)N1C(=NC2=NC=C(C=C21)C=2C=CN1N=C(N=CC12)NC1CCC(CC1)N(C)C)C